2-(2-(1-(2,3-Difluorobenzyl)-5-oxopyrrolidin-2-yl)acetamido)-N-(2-methoxyethyl)-3-methylbutanamide FC1=C(CN2C(CCC2=O)CC(=O)NC(C(=O)NCCOC)C(C)C)C=CC=C1F